FC1=C2C(N=CNC2=CC=C1)=O 5-fluoro-4(1H)-quinazolinone